ClC1=CC(=C(N=N1)SC)NCC1=C(C=C(C=C1)OC)OC 6-chloro-N-[(2,4-dimethoxyphenyl)methyl]-3-(methylsulfanyl)pyridazin-4-amine